F[P-](F)(F)(F)(F)F.N1(N=NC2=C1C=CC=C2)OC(=[N+](C)C)N(C)C (benzotriazol-1-yl)-N,N,N',N'-tetramethyluronium hexafluorophosphate